ClC1=C(C=C(C=C1)F)[C@H]([C@H](C)C=1N(C(C(=C(N1)C(=O)NC=1C=NOC1)O)=O)C)C=1C=NN(C1)CCOC(F)(F)F 2-((1r,2s)-1-(2-chloro-5-fluorophenyl)-1-(1-(2-(trifluoromethoxy)ethyl)-1H-pyrazol-4-yl)propan-2-yl)-5-hydroxy-N-(isoxazol-4-yl)-1-methyl-6-oxo-1,6-dihydropyrimidine-4-carboxamide